(S)-methyl 2-(((benzyloxy)carbonyl)amino)-3-(3-((R)-2,3-dihydro-1H-inden-1-yl)ureido)propanoate C(C1=CC=CC=C1)OC(=O)N[C@H](C(=O)OC)CNC(=O)N[C@@H]1CCC2=CC=CC=C12